(((((2R,3S,4R,5R)-5-(6-chloro-4-((2-chlorobenzyl)amino)-3-methyl-1H-pyrazolo[3,4-d]pyrimidin-1-yl)-3,4-dihydroxytetrahydrofuran-2-yl)methoxy)(hydroxy)phosphoryl)methyl)phosphonic acid ClC1=NC(=C2C(=N1)N(N=C2C)[C@H]2[C@@H]([C@@H]([C@H](O2)COP(=O)(O)CP(O)(O)=O)O)O)NCC2=C(C=CC=C2)Cl